C(CC(O)(C(=O)O)CC(=O)O)(=O)O.N1(CCC1)C(=O)C=1C=C(C=2N(C1)C(=C(N2)C)C)NCC2=C(C=CC=C2C)C azetidin-1-yl{8-[(2,6-dimethylbenzyl)amino]-2,3-dimethylimidazo[1,2-a]pyridin-6-yl}methanone citrate